FC1=CC=C(C=C1)[C@@H](C)NC(C(=CO)C1=CC=C(C=C1)OC[C@H](CCC)C)=O (2S)-N-[(1R)-1-(4-fluorophenyl)ethyl]-3-hydroxy-2-{4-[(2-methylpentyl)oxy]phenyl}acrylamide